[N+](=O)([O-])C=1C=C(C=CC1)C1=CC=CC=C1 3'-nitro-[1,1'-biphenyl]